FC1=CC=C(COC=2C=C(C=CC2NS(=O)(=O)CC(F)(F)F)C2=NNC(=C2C(=O)N)NC=2C=NC(=CC2)OC)C=C1 3-(3-((4-fluorobenzyl)oxy)-4-((2,2,2-trifluoroethyl)sulfonamido)phenyl)-5-((6-methoxypyridin-3-yl)amino)-1H-pyrazole-4-carboxamide